4-[(tert-butoxycarbonylamino)methyl]pyridine-2-carboxylic acid C(C)(C)(C)OC(=O)NCC1=CC(=NC=C1)C(=O)O